C(C)ONC(C1=CN=C(C=C1NC1=C(C=C(C(=C1)F)CC)S(NC)(=O)=O)C)=O N-ethoxy-4-((4-ethyl-5-fluoro-2-(N-methylsulfamoyl)phenyl)amino)-6-methylnicotinamide